(E)-N'-(3-(allyloxy)benzylidene)quinoxaline-6-carbohydrazide C(C=C)OC=1C=C(\C=N\NC(=O)C=2C=C3N=CC=NC3=CC2)C=CC1